2,3,5-trihydroxy-1-(4-hydroxyphenyl)-7-(3,5-dimethoxy-4-hydroxyphenyl)heptane OC(CC1=CC=C(C=C1)O)C(CC(CCC1=CC(=C(C(=C1)OC)O)OC)O)O